FC1(CCC2=C1N=C(N=C2C2=CC1=C([C@H](CO1)NS(=O)(=O)C)C(=C2)F)N2[C@H]([C@@H](C2)O)C)F N-[(3R)-6-[7,7-difluoro-2-[(2S,3R)-3-hydroxy-2-methyl-azetidin-1-yl]-5,6-dihydrocyclopenta[d]pyrimidin-4-yl]-4-fluoro-2,3-dihydrobenzofuran-3-yl]methanesulfonamide